[2,6-bis(2,6-dimethoxyphenyl)phenyl]-(2-biphenylyl)-[2-(diethoxyphosphoryl)phenyl]Phosphine COC1=C(C(=CC=C1)OC)C1=C(C(=CC=C1)C1=C(C=CC=C1OC)OC)P(C1=C(C=CC=C1)P(=O)(OCC)OCC)C1=C(C=CC=C1)C1=CC=CC=C1